C1(CCC1)C=1C=NN2C1N=C(C=C2NC2=CC(=CC(=C2)C)F)NC[C@H]2[C@@H](CNCC2)O (3S,4S)-4-(((3-cyclobutyl-7-((3-fluoro-5-methylphenyl)amino)pyrazolo[1,5-a]pyrimidin-5-yl)amino)methyl)piperidin-3-ol